4-bromo-6-methylindoline-2,3-dione BrC1=C2C(C(NC2=CC(=C1)C)=O)=O